C(C)(C)(C)OC(NCCNC(CCCC[C@@H]1SC[C@@H]2NC(N[C@@H]21)=O)=O)=O (2-(5-((3aS,4S,6aR)-2-oxo-hexahydro-1H-thieno[3,4-d]imidazol-4-yl)pentanamido)ethyl)carbamic acid tert-butyl ester